C1([C@H](O)[C@@H](O)[C@@H](O)[C@H](O1)CO)N[C@@H](CC[C@@H](O)CN)C(=O)O galactosyl-hydroxylysine